2-([4,5'-bipyrimidin-2-yl]-2,4-dihydropyrazolo[3',4':3,4]cyclopenta[1,2-b]pyridin-7-yl)-N-(4-(chlorodifluoromethoxy)phenyl)-6-(3-fluoropyrrolidin-1-yl)nicotinamide N1=C(N=C(C=C1)C=1C=NC=NC1)N1N=C2C(CC3=NC=C(C=C32)C3=C(C(=O)NC2=CC=C(C=C2)OC(F)(F)Cl)C=CC(=N3)N3CC(CC3)F)=C1